Methyl 5-(5-bromothiazol-2-yl)-2H-1,2,6-thiadiazine-3-carboxylate 1,1-dioxide BrC1=CN=C(S1)C=1C=C(NS(N1)(=O)=O)C(=O)OC